Methyl 5-((2-(2,6-difluoro-4-(methylcarbamoyl) phenyl)-7-methylimidazo[1,2-a]pyridin-3-yl) methyl)-3,3-difluoropiperidine-1-carboxylate FC1=C(C(=CC(=C1)C(NC)=O)F)C=1N=C2N(C=CC(=C2)C)C1CC1CC(CN(C1)C(=O)OC)(F)F